dimethyl-triphenyl-ethanesulfonic acid isonitrile CC(C(C1=CC=CC=C1)(C1=CC=CC=C1)C1=CC=CC=C1)(S(=O)(=O)[N+]#[C-])C